FC(C(=O)O)(F)F.FC1=CC=2N(C=C1NC(=O)N1CCC=3C1=NC=CC3C3CCNCC3)C=C(N2)C N-(7-fluoro-2-methylimidazo[1,2-a]pyridin-6-yl)-4-(piperidin-4-yl)-2,3-dihydro-1H-pyrrolo[2,3-b]pyridine-1-carboxamide 2,2,2-trifluoroacetate